6-(6-(2-hydroxypropan-2-yl)pyridin-3-yl)-4-((tetrahydro-2H-pyran-4-yl)methyl)-3,4-dihydropyrazino[2,3-b]pyrazin-2(1H)-one OC(C)(C)C1=CC=C(C=N1)C=1N=C2C(=NC1)NC(CN2CC2CCOCC2)=O